ClC=1C=C(C(=O)NC2=CC=C(C=C2)C(C(F)(F)F)(C(F)(F)F)O)C=C(C1)Cl 3,5-dichloro-N-(4-(1,1,1,3,3,3-hexafluoro-2-hydroxypropan-2-yl)phenyl)benzamide